B([O-])(O)O.O=C(C(=O)O)C.O=C(C(=O)O)C.[Li+] lithium bis(2-oxopropionate) borate